N1(CCNCC1)C(=O)OC1CCC(CC1)CO ((1r,4r)-4-(hydroxymethyl) cyclohexyl) piperazine-1-carboxylate